NC1=CC=C2C(NC=3N(C2=C1)N=C(C3C(=O)N)C3=CC=C(C=C3)OC3=CC=CC=C3)=O 8-Amino-5-oxo-2-(4-phenoxyphenyl)-4,5-dihydropyrazolo[1,5-a]quinazoline-3-carboxamide